2-(2-(cyclopropanesulfonylamino)pyrimidin-4-yl)-N-(5-(6-ethoxypyrazin-2-yl)-3-fluoropyridin-2-yl)-4-methoxybutyramide C1(CC1)S(=O)(=O)NC1=NC=CC(=N1)C(C(=O)NC1=NC=C(C=C1F)C1=NC(=CN=C1)OCC)CCOC